ClC1=C(C=CC=C1N1N=C2CNCCC2=C1)C1=C(C(=CC=C1)C=1OC2=C(N1)C=C(C=C2C#N)CN2C[C@@H](CC2)C(=O)O)C (R)-1-((2-(2'-chloro-2-methyl-3'-(4,5,6,7-tetrahydro-2H-pyrazolo[3,4-c]pyridin-2-yl)biphenyl-3-yl)-7-cyanobenzo[d]oxazol-5-yl)methyl)pyrrolidine-3-carboxylic acid